CN(S(=O)(=O)C=1C=CC(=C(C(=O)NC2=CC(=CC=C2)NS(=O)(=O)C)C1)N1CCOCC1)C 5-(N,N-dimethylsulfamoyl)-N-(3-(methylsulfonamido)phenyl)-2-morpholinobenzamide